3-(3,4-dichlorophenyl)-1-methylurea ClC=1C=C(C=CC1Cl)NC(NC)=O